C(C)(C)(C)[C@H]1OC([C@H]2N1C[C@@H](C2)F)=O (3R,6R,7aS)-3-tert-butyl-6-fluoro-5,6,7,7a-tetrahydro-3H-pyrrolo[1,2-c]oxazol-1-one